FC(C(=O)O)(F)F.NC1=C2C(=NC=N1)N(N=C2C2=C(C=C(C=C2)OC2=CC=CC=C2)F)[C@H]2CN(CCC2)C(=O)C(C#N)=CC2(COC2)C 2-((R)-3-(4-amino-3-(2-fluoro-4-phenoxyphenyl)-1H-pyrazolo[3,4-d]pyrimidin-1-yl)piperidine-1-carbonyl)-3-(3-methyloxetan-3-yl)acrylonitrile trifluoroacetic acid salt